Cl.O1C=C(C=C1)C1=CC=C2C(=CCOC2=C1)CN [7-(furan-3-yl)-2H-chromen-4-yl]methylamine, hydrochloride